NCCNCCCN N-(2-Aminoethyl)-1,3-propan-diamin